2,2'-dihydroxy-4,4'-di-tert-butyl-benzophenone OC1=C(C(=O)C2=C(C=C(C=C2)C(C)(C)C)O)C=CC(=C1)C(C)(C)C